4-formyl-N,N-bis(4-methoxybenzyl)piperidine-1-sulfonamide C(=O)C1CCN(CC1)S(=O)(=O)N(CC1=CC=C(C=C1)OC)CC1=CC=C(C=C1)OC